2-((3aR,6aS)-5-(2-fluoro-6-(2H-1,2,3-triazol-2-yl)benzoyl)hexahydropyrrolo[3,4-c]pyrrol-2(1H)-yl)isonicotinonitrile FC1=C(C(=O)N2C[C@H]3[C@@H](C2)CN(C3)C=3C=C(C#N)C=CN3)C(=CC=C1)N1N=CC=N1